dodecanol phosphate potassium salt [K+].P(=O)([O-])([O-])OCCCCCCCCCCCC.[K+]